(R)-6-(3-ethyl-4-phenylpyrrolidine-1-carbonyl)pyrazin-2(1H)-one C(C)[C@H]1CN(CC1C1=CC=CC=C1)C(=O)C1=CN=CC(N1)=O